2-((3aR,6aS)-5-(tert-butoxycarbonyl)hexahydropyrrolo[3,4-c]pyrrol-2(1H)-yl)-5-methylisonicotinic acid C(C)(C)(C)OC(=O)N1C[C@H]2[C@@H](C1)CN(C2)C=2C=C(C(=O)O)C(=CN2)C